COC1=CC=C(C=C1)CN(C=1C2=C(N=CN1)NC=C2)C N-[(4-methoxyphenyl)methyl]-N-methyl-7H-pyrrolo[2,3-d]pyrimidin-4-amine